COC1=C(C=CC(=C1)NC(=O)C1(CCCC1)C1=CC=CC=C1)NC(=O)C1=NC=CC(=C1)Cl N-(2-methoxy-4-(1-phenylcyclopentane-1-carboxamido)phenyl)-4-chloropyridine-2-carboxamide